(3R)-3-amino-7-(5-tert-butyl-1,3,4-oxadiazol-2-yl)-8-fluoro-5-[[4-(1-methylpyrazol-3-yl)phenyl]methyl]-1,1-dioxo-2,3-dihydro-1λ6,5-benzothiazepine N[C@H]1CS(C2=C(N(C1)CC1=CC=C(C=C1)C1=NN(C=C1)C)C=C(C(=C2)F)C=2OC(=NN2)C(C)(C)C)(=O)=O